(2R,3S,4S)-4-hydroxy-2-[(4-methoxyphenyl)methyl]pyrrolidin-3-yl N-{[(3S,4S)-4-hydroxypyrrolidin-3-yl]methyl}carbamate O[C@H]1[C@@H](CNC1)CNC(O[C@H]1[C@H](NC[C@@H]1O)CC1=CC=C(C=C1)OC)=O